C(C)(C)(C)OC(NC=1C(=NC(=C(C1)F)S(NC1=NOC=C1)(=O)=O)C)=O (5-fluoro-6-(N-(isoxazol-3-yl)sulfamoyl)-2-methylpyridin-3-yl)carbamic acid tert-butyl ester